4-((4-((1R,5S)-3,8-diazabicyclo[3.2.1]octan-3-yl)-6-(((2R,7aS)-2-fluorotetrahydro-1H-pyrrolizin-7a(5H)-yl)methoxy)-1,3,5-triazin-2-yl)ethynyl)-5-chloronaphthalen-2-ol [C@H]12CN(C[C@H](CC1)N2)C2=NC(=NC(=N2)OC[C@]21CCCN1C[C@@H](C2)F)C#CC2=CC(=CC1=CC=CC(=C21)Cl)O